C(C=C)(=O)OC1CC2C3CC(C(C2C1)C3)OC(C=C)=O 8-acryloyloxy-4-tricyclo[5.2.1.02,6]decyl acrylate